C(C)OC1=NC=CC=C1C1=CC(=C2C(=N1)C(=NN2C(C)C)C)NCC2=NC=CC=1N2C=CN1 5-(2-ethoxypyridin-3-yl)-N-(imidazo[1,2-c]pyrimidin-5-ylmethyl)-1-isopropyl-3-methyl-1H-pyrazolo[4,3-b]pyridin-7-amine